N-acetyl-amino-glucose C(C)(=O)NC(=O)[C@H](O)[C@@H](O)[C@H](O)[C@H](O)CO